C(#N)C=1C=CC(=C(C1)C1=CC(=NC=C1C(=O)NC=1SC2=NC(=CC=C2N1)C1=CC(=C(C=C1)N(S(=O)(=O)C)C)C)C)OC 4-(5-cyano-2-methoxyphenyl)-6-methyl-N-(5-(3-methyl-4-(N-methylmethylsulfonamido)phenyl)thiazolo[5,4-b]pyridin-2-yl)nicotinamide